C(C1=CC=C(C(=O)OC(C)C)C=C1)(=O)OOC(C)C diisopropyl peroxyterephthalate